C(C=C)(=O)N1C[C@@H]([C@@H](C1)CC)NC=1N=C2C(=NC1)NC=C2C(=O)NCCOC 2-{[(3R,4R)-1-acryloyl-4-ethylpyrrolidin-3-yl]amino}-N-(2-methoxyethyl)-5H-pyrrolo[2,3-b]pyrazine-7-carboxamide